CN([C@@]12CC(=C[C@@H](CC3=NC(=CC=C31)OC3=CC=C(C(=O)OC)C=C3)[C@H]2C=C)C)C Methyl 4-(((5R,9R,11R)-5-(dimethylamino)-7-methyl-11-vinyl-5,6,9,10-tetrahydro-5,9-methanocycloocta[b]pyridin-2-yl)oxy)benzoate